P(=O)(O)([O-])O.[K+].FC=1C=C2C(N(C(=NC2=C(C1)[C@@H](C)NC=1C(=NC(=CC1)C)C(=O)NS(=O)(=O)C)N1CC2=CC=C(C=C2C1)F)C)=O (R)-3-((1-(6-fluoro-2-(5-fluoroisoindolin-2-yl)-3-methyl-4-oxo-3,4-dihydro-quinazolin-8-yl)ethyl)amino)-6-methyl-N-(methylsulfonyl)picolinamide monopotassium hydrogen phosphate